(4-vinylbenzyl) chloride C(=C)C1=CC=C(CCl)C=C1